FC1=C(O[C@H]2C[C@]3([C@H](CN(C3)C[C@@H](O)C=3C=C4CCC(NC4=CC3)=O)C2)O)C(=CC=C1)F 6-((S)-2-((3aR,5R,6aS)-5-(2,6-difluorophenoxy)-3a-hydroxyhexahydrocyclopenta[c]pyrrol-2(1H)-yl)-1-hydroxyethyl)-3,4-dihydroquinolin-2(1H)-one